C(CCCCC)C1=C(C=C(O)C=C1)O L-4-hexylresorcinol